N1(C=CCC1)S(=O)(=O)C1=CC=C(C=C1)C(=C)C1=CC=2NC3=CC=CC=C3SC2C=C1 2-(1-(4-(pyrrolin-1-ylsulfonyl)phenyl)vinyl)-10H-phenothiazine